tert-butyl 4-(2-chloro-6-(3,3-difluoropyrrolidin-1-yl)pyridin-4-yl)-piperidine-1-carboxylate ClC1=NC(=CC(=C1)C1CCN(CC1)C(=O)OC(C)(C)C)N1CC(CC1)(F)F